C1(=CC(O)=CC(O)=C1)C=CC1=CC(O)=C(OC)C=C1 rhapontigenin